4-[4-(1H-Pyrrolo[2,3-b]pyridin-4-yl)-pyrazol-1-yl]-pentanenitrile N1C=CC=2C1=NC=CC2C=2C=NN(C2)C(CCC#N)C